N,N,N'-Triheptyl-urea C(CCCCCC)N(C(=O)NCCCCCCC)CCCCCCC